(1R,4s)-1'-oxo-N-((S)-7-oxo-1-(5-phenyl-1H-imidazol-2-yl)nonyl)-1'H-spiro[cyclohexane-1,3'-furo[3,4-c]pyridine]-4-carboxamide O=C1OC2(C=3C=NC=CC31)CCC(CC2)C(=O)N[C@H](CCCCCC(CC)=O)C=2NC(=CN2)C2=CC=CC=C2